4-(3,4-difluorophenyl)-6,7-dimethyl-2-((2S)-2-(1-methyl-1H-pyrazol-4-yl)-4-morpholinyl)pteridine FC=1C=C(C=CC1F)C1=NC(=NC2=NC(=C(N=C12)C)C)N1C[C@@H](OCC1)C=1C=NN(C1)C